C(C1=CC=CC=C1)OC=1C=C(OC2=C(C=C(C=C2)CS(=O)(=O)CC)Br)C=CC1 1-(3-benzyloxyphenoxy)-2-bromo-4-(ethylsulfonylmethyl)benzene